N[C@H]1[C@@H](COC1)C1=CC(=CC(=N1)N1CC=2C(=NC=CC2C1=O)C1=C(C=CC=C1OC)F)C 2-(6-((3r,4s)-4-aminotetrahydrofuran-3-yl)-4-methylpyridin-2-yl)-4-(2-fluoro-6-methoxyphenyl)-2,3-dihydro-1H-pyrrolo[3,4-c]pyridin-1-one